COC1=C(OCCNC(OC(C)(C)C)=O)C=C(C=C1)[C@@H](C)NC(C1=C(C=CC(=C1)N1CCN(CC1)C)C)=O tert-butyl N-[2-[2-methoxy-5-[(1R)-1-[[2-methyl-5-(4-methylpiperazin-1-yl)benzoyl]amino]ethyl]phenoxy]ethyl]carbamate